BrC=1C(NC(=CC1Cl)C1CC1)=NNC(=O)C1CC1 N'-(3-bromo-4-chloro-6-cyclopropyl-1H-pyridin-2-ylidene)cyclopropanecarbohydrazide